IC1=C(C(=O)NN)C=C(C=C1I)I 2,3,5-triiodo-benzoylhydrazine